COCC1=CC(=NC=C1)N=C(C1=CC=CC=C1)C1=CC=CC=C1 N-(4-(Methoxymethyl)pyridin-2-yl)-1,1-diphenylmethanimine